methyl-i-propylpiperidinium bromide [Br-].C[N+]1(CCCCC1)C(C)C